β-Ethyltryptophan C(C)C([C@H](N)C(=O)O)C1=CNC2=CC=CC=C12